N=1C=NN2C1C=C(C=C2)OC2=C(C=C(C=C2)NC2=NC=NN1C2=C(C=C1)C1CN(C1)C(\C=C\CN)=O)C (E)-1-(3-(4-((4-([1,2,4]triazolo[1,5-a]pyridin-7-yloxy)-3-methylphenyl)amino)pyrrolo[2,1-f][1,2,4]triazin-5-yl)azetidin-1-yl)-4-aminobut-2-en-1-one